C(C=C)(=O)NC1=C2C(N(C(=NC2=C(C=C1C)C(C)NC1=C(C(=O)O)C=CC=C1)N1CC2CC2C1)C)=O 2-((1-(5-acrylamido-2-(3-azabicyclo[3.1.0]hexan-3-yl)-3,6-dimethyl-4-oxo-3,4-dihydroquinazolin-8-yl)ethyl)amino)benzoic acid